(2Z)-non-2-en-1-yl 7-[(tert-butyldimethylsilyl)oxy]-8-({2-[(tert-butyldimethylsilyl)oxy]-8-[(2Z)-non-2-en-1-yloxy]-8-oxooctyl}(4-hydroxybutyl) amino)octanoate [Si](C)(C)(C(C)(C)C)OC(CCCCCC(=O)OC\C=C/CCCCCC)CN(CCCCO)CC(CCCCCC(=O)OC\C=C/CCCCCC)O[Si](C)(C)C(C)(C)C